1-(3,4-epoxycyclohexyl)methyltrimethoxysilane C1(CC2C(CC1)O2)C[Si](OC)(OC)OC